C(C)OC(=O)C=1OC2=C(C1C)C=C(C=C2)S(N(CCC2=CC=CC=C2)C2=C(C=CC=C2)N2[C@H](CN(CC2)C(=O)C=2SC=CC2Br)C)(=O)=O (S)-5-(N-(2-(4-(3-bromothiophene-2-carbonyl)-2-methylpiperazin-1-yl)phenyl)-N-phenethylsulfamoyl)-3-methylbenzofuran-2-carboxylic acid ethyl ester